1-(1-phenylethyl)-1H-tetrazol C1(=CC=CC=C1)C(C)N1N=NN=C1